CN1C(=NC=C1)C.[Zn] Zinc (1,2-dimethylimidazole)